5-((trimethylsilyl)ethynyl)thiazole C[Si](C)(C)C#CC1=CN=CS1